(1-(4-((3-chlorobenzyl)amino)-6-(3,5-dimethylisoxazol-4-yl)quinazolin-2-yl)piperidin-2-yl)methanol ClC=1C=C(CNC2=NC(=NC3=CC=C(C=C23)C=2C(=NOC2C)C)N2C(CCCC2)CO)C=CC1